C1(CC1)C(=O)NCC(=O)O 2-[(CYCLOPROPYLCARBONYL)AMINO]ACETIC ACID